(±)-3-(((2-(trifluoromethyl)phenyl)amino)methyl)pyrrolidine-1-carboxylic acid tert-butyl ester C(C)(C)(C)OC(=O)N1C[C@H](CC1)CNC1=C(C=CC=C1)C(F)(F)F |r|